(2S,4R)-4-hydroxy-N-(2-hydroxy-4-(4-methylthiazol-5-yl)benzyl)-1-((R)-3-methyl-2-(1-oxoisoindolin-2-yl)butanoyl)pyrrolidine-2-carboxamide O[C@@H]1C[C@H](N(C1)C([C@@H](C(C)C)N1C(C2=CC=CC=C2C1)=O)=O)C(=O)NCC1=C(C=C(C=C1)C1=C(N=CS1)C)O